3-(nonanyloxy)propan-1-amine C(CCCCCCCC)OCCCN